5-(3-amino-1H-pyrazol-4-yl)-N-(3,5-difluorobenzyl)-6-fluoroindoline-1-carboxamide NC1=NNC=C1C=1C=C2CCN(C2=CC1F)C(=O)NCC1=CC(=CC(=C1)F)F